(S)-N-(1-(6-hydroxy-2-morpholinopyrimidin-4-yl)ethyl)-5-methoxypicolinamide OC1=CC(=NC(=N1)N1CCOCC1)[C@H](C)NC(C1=NC=C(C=C1)OC)=O